2-(2,6-dimethylpyridin-4-yl)-3-isopropyl-5-(1'-isopropyl-[1,4'-bipiperidin]-3-yl)-1H-indole CC1=NC(=CC(=C1)C=1NC2=CC=C(C=C2C1C(C)C)C1CN(CCC1)C1CCN(CC1)C(C)C)C